4-(3-Benzoyl-1-(2-((2R,4S)-1-tosyl-4-(trifluoromethyl)piperidin-2-yl)benzyl)thioureido)-1H-imidazole-5-carboxamide C(C1=CC=CC=C1)(=O)NC(N(CC1=C(C=CC=C1)[C@@H]1N(CC[C@@H](C1)C(F)(F)F)S(=O)(=O)C1=CC=C(C)C=C1)C=1N=CNC1C(=O)N)=S